[2-Amino-4-(trifluoromethoxy)phenyl]-[4-[2-(2-oxaspiro[3.3]heptan-6-ylmethyl)-3H-imidazo[4,5-b]pyridin-7-yl]-1-piperidyl]methanone NC1=C(C=CC(=C1)OC(F)(F)F)C(=O)N1CCC(CC1)C1=C2C(=NC=C1)NC(=N2)CC2CC1(COC1)C2